FC(C1=CC=C(C=C1)C(N1C([C@@H](CC1)N1CCC(CC1)C1=CC2=C(NC(O2)=O)C=C1)=O)([2H])[2H])F (R)-6-(1-(1-((4-(difluoromethyl)phenyl)methyl-d2)-2-oxopyrrolidin-3-yl)piperidin-4-yl)benzo[d]oxazol-2(3H)-one